O[C@@H](/C=C/C1=NC(=CC(=C1)C=1C=C(C=CC1C)NC(=O)N1C[C@@H](CC1)CC(F)(F)F)N1CCOCC1)C (S)-N-(3-(2-((R,E)-3-hydroxybut-1-en-1-yl)-6-morpholinopyridin-4-yl)-4-methylphenyl)-3-(2,2,2-trifluoroethyl)pyrrolidine-1-carboxamide